1-isopropyl-2-methyl-6-(5-(4-methylpiperazin-1-yl)-1H-pyrrolo[2,3-b]pyridin-3-yl)-1H-imidazo[4,5-b]pyridine C(C)(C)N1C(=NC2=NC=C(C=C21)C2=CNC1=NC=C(C=C12)N1CCN(CC1)C)C